tris(neopentyl)hafnium C(C(C)(C)C)[Hf](CC(C)(C)C)CC(C)(C)C